(S)-5-(2-chloro-5-(isobutyrylaminomethyl)benzoylamino)-1-methyl-N-(1-phenylethyl)-1H-indole-2-carboxamide ClC1=C(C(=O)NC=2C=C3C=C(N(C3=CC2)C)C(=O)N[C@@H](C)C2=CC=CC=C2)C=C(C=C1)CNC(C(C)C)=O